propane-trithiol C(CC)(S)(S)S